NC1=C(C=C(C=C1C(=O)N)C1=CC=C(C=C1)Cl)C1=CC=C(C=C1)N1C(N=CC1)=O 4'-amino-4-chloro-4''-(2-oxo-2,5-dihydro-1H-imidazol-1-yl)-[1,1':3',1''-terphenyl]-5'-carboxamide